C1(CC2C(CC1)O2)CC[Si](OCC)(OCC)OCC 2-(3,4-epoxycyclohexyl)ethyltriethoxysilicon